N-acetyl-S-((thiomorpholine-4-thiocarbonyl)thio)-L-cysteine C(C)(=O)N[C@@H](CSSC(=S)N1CCSCC1)C(=O)O